O[C@@H]1CC[C@@]2([C@H]3C[C@@H]([C@@]4([C@H](CC[C@H]4[C@@H]3CC[C@@H]2C1)[C@@H](CCC(=O)OCC[N+](C)(C)C)C)C)O)C 2-(((R)-4-((3R,5R,8R,9S,10S,12S,13R,14S,17R)-3,12-dihydroxy-10,13-dimethylhexadecahydro-1H-cyclopenta[a]phenanthren-17-yl)pentanoyl)oxy)-N,N,N-trimethylethan-1-aminium